C(C1=CC=CC=C1)OC1=C(N(C=C(C1=O)C(NCC1=C(C=C(C=C1F)F)F)=O)[C@H]1CCC2=C(NC1)C=CC=C2F)C(=O)OC methyl (S)-3-(benzyloxy)-1-(6-fluoro-2,3,4,5-tetrahydro-1H-benzo[b]azepin-3-yl)-4-oxo-5-((2,4,6-trifluorobenzyl)carbamoyl)-1,4-dihydropyridine-2-carboxylate